F[P-](F)(F)(F)(F)F.CN1CC=CC=C1 N-methyl-pyridine hexafluorophosphate